4-(2-bromo-4-fluorophenyl)-N-(2-chloro-6-fluorophenyl)-2,5-dimethylpyrazol-3-amine BrC1=C(C=CC(=C1)F)C1=C(N(N=C1C)C)NC1=C(C=CC=C1F)Cl